7-methoxy-3,4-dihydro-2H-isoquinolin-1-one COC1=CC=C2CCNC(C2=C1)=O